N-(1-(5-fluoro-2-(2-fluoroethoxy)phenyl)ethyl)-3-(1-(methylsulfonyl)-1H-pyrazol-4-yl)pyrazolo[1,5-a]pyrimidin-5-amine FC=1C=CC(=C(C1)C(C)NC1=NC=2N(C=C1)N=CC2C=2C=NN(C2)S(=O)(=O)C)OCCF